[Cl-].O=C1NC(CCC1N1C(C2=CC=CC(=C2C1)SCCCCCCCC[N+]1(CCOCC1)C)=O)=O 4-(8-((2-(2,6-dioxopiperidin-3-yl)-1-oxoisoindolin-4-yl)thio)octyl)-4-methylmorpholin-4-ium chloride